(4-amino-7-fluoro-imidazo[1,5-a]quinoxalin-8-yl)-[8-(trifluoromethyl)-2,3,4,5,5a,10b-hexahydrobenzofuro[3,2-b]azepin-1-yl]methanone NC=1C=2N(C3=CC(=C(C=C3N1)F)C(=O)N1C3C(CCCC1)OC1=C3C=CC(=C1)C(F)(F)F)C=NC2